OCC1C2C=CC(C1=C)C2 5-hydroxymethyl-6-methylenenorbornene